1-(2-(dimethylamino)ethyl)-N4-(4-(4-fluoro-1H-indol-3-yl)-5-(trifluoromethyl)pyrimidin-2-yl)-N1-methylbenzene-1,2,4-triamine CN(CCC1(C(C=C(C=C1)NC1=NC=C(C(=N1)C1=CNC2=CC=CC(=C12)F)C(F)(F)F)N)NC)C